BrC1=CC(=C(C=C1C)CC=1N(C2=C(N1)C=CC(=C2)C(=O)OC)C[C@H]2OCC2)Cl Methyl 2-[(4-bromo-2-chloro-5-methylphenyl)methyl]-3-[[(2S)-oxetan-2-yl]methyl]benzimidazole-5-carboxylate